NC(C=1C=2C3=C(C(N(C3=CC1)C1C(NC(CC1)=O)=O)=O)C=CC2)C=2C=NN(C2)C2CCN(CC2)C(=O)C2(CCC2)C 3-(6-(amino(1-(1-(1-methylcyclobutane-1-carbonyl)piperidin-4-yl)-1H-pyrazol-4-yl)methyl)-2-oxobenzo[cd]indol-1(2H)-yl)piperidine-2,6-dione